COC([C@@H](CC1=CC(=CC=C1)C=C)[C@@H]1CNCC1)=O (2S)-2-[(3R)-pyrrolidin-3-yl]-3-(3-vinylphenyl)propionic acid methyl ester